C(C1=CC=CC=C1)(=O)OCC1=CC(=C(C=C1)OC)N 3-amino-4-methoxybenzyl benzoate